O=C1NC(CCC1N1C(C2=CC(=C(C=C2C1=O)CN1CCN(CC1)C1=CC=C(C(=O)NC2=CC(=C(C=C2)C)NC2=NC=CC(=N2)C=2C=NC=CC2)C=C1)F)=O)=O 4-(4-((2-(2,6-dioxopiperidin-3-yl)-6-fluoro-1,3-dioxoisoindolin-5-yl)methyl)piperazin-1-yl)-N-(4-methyl-3-((4-(pyridin-3-yl)pyrimidin-2-yl)amino)phenyl)benzamide